C(C)OC(=O)C1=CC(=C(C=C1O)NC(=O)C1=CC(=C(C(=O)OCC)C=C1O)O)O Ethyl 4-(4-ethoxycarbonyl-2,5-dihydroxyphenylaminocarbonyl)-2,5-dihydroxybenzoat